S1C(=CC=C1)C1(CC1)C(=O)O 1-(thien-2-yl)cyclopropane-1-carboxylic acid